C(C)OB(O)O Ethylboric acid